(4-Ethyl-3-(hydroxymethyl)-5-oxo-4,5-dihydro-1H-1,2,4-triazol-1-yl)-7-fluoro-4-isopropyl-2-((1R,2R)-2-methylcyclopentyl)isoquinolin-1(2H)-one C(C)N1C(=NN(C1=O)C=1N(C(C2=CC(=CC=C2C1C(C)C)F)=O)[C@H]1[C@@H](CCC1)C)CO